FC(C1=CC=C(CN2C(CN(CC2)CC2=CC=C(OC(C(=O)O)(C)C)C=C2)C)C=C1)(F)F 2-(4-((4-(4-(Trifluoromethyl)benzyl)-3-methylpiperazin-1-yl)methyl)phenoxy)-2-methylpropanoic acid